ethyl 3-(7-bromoimidazo[1,2-a]pyridin-2-yl)-4-nitrobutyrate BrC1=CC=2N(C=C1)C=C(N2)C(CC(=O)OCC)C[N+](=O)[O-]